NC1=NC=C(C(=N1)[2H])[2H] 2-aminopyrimidine-d2